N(=C=O)CCCCCN=C=O 1,5-Diisocyanatopentan